NCCCOOOCCCN (2-aminomethylethoxy) ether